3,5,6-trimethylpyrazine-2-succinic acid CC=1C(=NC(=C(N1)C)C)C(CC(=O)O)C(=O)O